(6S,9S)-9-(1,3-benzothiazol-5-yl)-6-methyl-1,4-dioxa-8-azaspiro[4.5]decane S1C=NC2=C1C=CC(=C2)[C@H]2NC[C@@H](C1(OCCO1)C2)C